COC1=C(N=NC=C1)N (4-methoxypyridazin-3-yl)amine